2-(1-(2-(2,6-dioxopiperidine-3-yl)-1,3-dioxoisoindolin-5-yl)piperidin-4-yl)acetaldehyde O=C1NC(CCC1N1C(C2=CC=C(C=C2C1=O)N1CCC(CC1)CC=O)=O)=O